10,15-pentadecanediol diacrylate C(C=C)(=O)OC(CCCCCCCCC)CCCCCOC(C=C)=O